5-amino-4,6-dichloro-2-methylpyrimidine NC=1C(=NC(=NC1Cl)C)Cl